ClC=1C=C(C=CC1N1C(N(C=C1)C)=O)C1=C(C(=CC(=C1)F)C=1C=NC=C(C1)N1CCN(CC1)C)OC 1-(3-chloro-5'-fluoro-2'-methoxy-3'-(5-(4-methylpiperazin-1-yl)pyridin-3-yl)-[1,1'-biphenyl]-4-yl)-3-methyl-1H-imidazol-2(3H)-one